7-fluoro-4-iodo-1,3-benzothiazole FC1=CC=C(C=2N=CSC21)I